CC=1C=C(C=C(C1OC(C)C)C)B(O)O 3,5-DIMETHYL-4-ISOPROPOXYPHENYLBORONIC ACID